COC1=CC=2C(=C3C(=NC2C=C1OCCCN1CCCC1)CC(C3)(C)C)NCCOC 7-methoxy-N-(2-methoxyethyl)-2,2-dimethyl-6-[3-(pyrrolidin-1-yl)propoxy]-1H,2H,3H-cyclopenta[b]quinolin-9-amine